(2-ureidoethyl)aminopropyl-trimethoxysilane N(C(=O)N)CCNCCC[Si](OC)(OC)OC